4-[[(2R)-1,4-dioxan-2-yl]methylamino]-1-methyl-9-(2,2,2-trifluoroethoxy)-6,7-dihydrobenzo[a]quinolizin-2-one O1[C@@H](COCC1)CNC=1N2CCC3=C(C2=C(C(C1)=O)C)C=CC(=C3)OCC(F)(F)F